methyl 1-((1-(cyanomethyl) cyclopropyl) methyl)-2-((4-(6-((4-(cyclopropanecarbonyl)-2-fluorobenzyl) oxy) pyridin-2-yl) piperidin-1-yl) methyl)-1H-benzo[d]imidazole-5-carboxylate C(#N)CC1(CC1)CN1C(=NC2=C1C=CC(=C2)C(=O)OC)CN2CCC(CC2)C2=NC(=CC=C2)OCC2=C(C=C(C=C2)C(=O)C2CC2)F